C(C)(C)(C)OC(=O)N1CCN(CCC1)C1=NC=NC=2C=NC=3N=C(C=CC3C21)OC 4-(8-methoxypyrimido[4,5-c][1,8]naphthyridin-1-yl)-1,4-diazepan-1-carboxylic acid tert-butyl ester